BrC1=CC2=C(OCCC=3N2N=CC3)N=C1 9-bromo-4,5-dihydropyrazolo[1,5-d]pyrido[2,3-b][1,4]oxazepine